OCC1CC(C1)NC(OC(C)(C)C)=O tert-butyl ((1s,3s)-3-(hydroxymethyl)cyclobutyl)carbamate